BrC1=C(C=CC(=C1)Cl)C(=C)F 2-bromo-4-chloro-1-(1-fluoroethenyl)benzene